CC1=CC=CC(=N1)C1=C(N=CN1)C=1C=C2C=C(C=NC2=CC1)C(=O)OC methyl 6-[5-(6-methyl-2-pyridyl)-1H-imidazol-4-yl]quinoline-3-carboxylate